11-(4-methoxybenzyl)-4-oxo-6,11-dihydro-4H-pyrimido[2,1-b]quinazoline-2-carboxylic acid methyl ester COC(=O)C=1N=C2N(C3=CC=CC=C3CN2C(C1)=O)CC1=CC=C(C=C1)OC